methoxymethyl 4-((4-(benzyloxy)-2,6-dimethyl-3-vinylbenzoyl)oxy)-3-ethyl-2,5,6-trimethylbenzoate C(C1=CC=CC=C1)OC1=C(C(=C(C(=O)OC2=C(C(=C(C(=O)OCOC)C(=C2C)C)C)CC)C(=C1)C)C)C=C